C1OC[C@@H]2[C@H]1C[C@@]1(CCCN21)CO ((3aS,7aS,8aR)-hexahydro-1H-furo[3,4-b]pyrrolizin-7a(5H)-yl)methanol